C(CCCCC(=O)OOOC(C)(C)C)(=O)OOOC(C)(C)C di(t-butylperoxy) adipate